NN1CCC(CC1)CNC(OC(C)(C)C)=O tert-butyl ((1-aminopiperidin-4-yl)methyl)carbamate